(Z)-N-ethyl-3-(((4-(N-(2-(methylamino)ethyl)methylsulfonamido)phenyl)amino)(phenyl)methylene)-2-oxoindoline-6-carboxamide C(C)NC(=O)C1=CC=C2/C(/C(NC2=C1)=O)=C(\C1=CC=CC=C1)/NC1=CC=C(C=C1)N(S(=O)(=O)C)CCNC